3'-O-(4,4-dimethoxytrityl)-N6-benzoyl-2'-O-methyl-adenosine COC1(CC=C(C(C2=CC=CC=C2)(C2=CC=CC=C2)O[C@H]2[C@H]([C@@H](O[C@@H]2CO)N2C=NC=3C(NC(C4=CC=CC=C4)=O)=NC=NC23)OC)C=C1)OC